3,10-dihydroxypentadeca-6,12-diene-4,8-diyn-1-yl-4-methylbenzene-1-sulfonate OC(CCOS(=O)(=O)C1=CC=C(C=C1)C)C#CC=CC#CC(CC=CCC)O